CC1=CC=C2C(=NNC2=C1)C#N 6-methyl-1H-indazole-3-carbonitrile